C(C)N1C2=C([C@H]([C@@H](C1=O)NC(C1=CC(=CC=C1)C(F)(F)F)=O)C1=C(C=CC=C1)CO)C=NN2C2=CC=CC=C2 |r| rac-N-((4R,5S)-7-ethyl-4-(2-(hydroxymethyl)phenyl)-6-oxo-1-phenyl-4,5,6,7-tetrahydro-1H-pyrazolo[3,4-b]pyridin-5-yl)-3-(trifluoromethyl)benzamide